Tert-butyl (1-(2-(3-amino-6-(2-morpholino-5-(trifluoromethyl) pyrimidin-4-yl) pyrazine-2-carboxamido)pyridin-3-yl)-4-methylpiperidin-4-yl)carbamate NC=1C(=NC(=CN1)C1=NC(=NC=C1C(F)(F)F)N1CCOCC1)C(=O)NC1=NC=CC=C1N1CCC(CC1)(C)NC(OC(C)(C)C)=O